C1(=C(C=CC=C1)N(C1=C(C=CC=C1)C1=CC=CC=2OC3=C(C21)C=CC=C3)C3=C(C(=CC=2C1=CC=CC=C1CC32)C3=CC=CC=C3)C3=CC=CC=C3)C3=CC=CC=C3 (biphenylyl)(diphenyl-fluorenyl)(dibenzofuranylphenyl)amine